ClC1=CC(=NC(=C1)N(C(C)C)CC)NC1=CC(=C(C(=O)O)C(=C1)F)F 4-(4-Chloro-6-(ethyl-(isopropyl)amino)pyridinylamino)-2,6-difluorobenzoic acid